hexahydrophthalic acid, glycidyl ester C(C1C(C(=O)[O-])CCCC1)(=O)OCC1CO1